[Na+].CC=1C2=C(OC1S(=O)(=O)[O-])C=1C=CC=3C(CCCC3C1C(C2=O)=O)(C)C 1,6,6-Trimethyl-10,11-dioxo-6,7,8,9,10,11-hexahydrophenanthro[1,2-b]furan-2-sulfonic acid sodium salt